o-methoxyphenylcresol COC1(C(C=CC=C1O)C1=CC=CC=C1)C